2-trifluoromethyl-pyridine-5-boronic acid FC(C1=NC=C(C=C1)B(O)O)(F)F